ON1OBC2=C1C(=CC=C2)C2=CC=C1C(=CN=NC1=C2)N 7-(1-hydroxy-2,3,1-benzoOxazaborolin-7-yl)cinnolin-4-amine